bis{2-[(α-D-mannopyranosyl)oxy]ethyl}pentanediamide [C@H]1([C@@H](O)[C@@H](O)[C@H](O)[C@H](O1)CO)OCCC(CC(=O)N)(CC(=O)N)CCO[C@@H]1[C@@H](O)[C@@H](O)[C@H](O)[C@H](O1)CO